COC(\C=C\C(=O)O)=O.FC1=CC(=C(C=C1)NC=1C(=NC(=CC1)O)C(=O)NC=1C(=NC(=CC1)OC)C)C(C)C 3-((4-fluoro-2-isopropylphenyl)amino)-6-hydroxy-N-(6-methoxy-2-methylpyridin-3-yl)pyridine-2-carboxamide monomethylFumarate